(E)-3-METHOXYSTYRYLBORONIC ACID COC=1C=C(/C=C/B(O)O)C=CC1